N[C@H](C1CCN(CC1)C(CC1CNC1)=O)C1=C(C=C(C(=C1)Cl)Cl)O (R)-1-(4-(amino(4,5-dichloro-2-hydroxyphenyl)methyl)piperidin-1-yl)-2-(azetidin-3-yl)ethanone